tert-butyl 3-(4-(5-chloro-2-formylphenoxy)phenyl)-5,6-dihydroimidazo[1,2-a]pyrazine-7(8H)-carboxylate ClC=1C=CC(=C(OC2=CC=C(C=C2)C2=CN=C3N2CCN(C3)C(=O)OC(C)(C)C)C1)C=O